N-[(2-amino-3-chloroquinolin-7-yl)methyl]-N-(4,4-difluoro-1,1-dioxo-3,4-dihydro-2H-1λ6-benzothiopyran-8-yl)pyridine-3-carboxamide NC1=NC2=CC(=CC=C2C=C1Cl)CN(C(=O)C=1C=NC=CC1)C1=CC=CC=2C(CCS(C21)(=O)=O)(F)F